C(=O)=C1NCC2=CC=CC=C12 1-carbonylisoindoline